N(=[N+]=[N-])\C(\C(=O)OCC)=C/C1=CN=C(S1)OCCOC ethyl (Z)-2-azido-3-[2-(2-methoxyethoxy)thiazol-5-yl]prop-2-enoate